C(CCCCCCC)(=O)N[C@H](C(=O)O)CCC(=O)N[C@@H](CSC(CCCCCCC)=O)C(=O)NCC(=O)O N,S-dioctanoylglutathione